O(C1=CC=CC=C1)C1=CC=C(C=C1)C=1N=C(N2N=CN=C(C21)N)C2CCC(CC2)N2CCNCC2 5-(4-phenoxyphenyl)-7-((1s,4s)-4-(piperazin-1-yl)cyclohexyl)imidazo[5,1-f][1,2,4]triazin-4-amine